N-(2,4-difluoro-5-((2-methoxyethyl)amino)benzyl)-6'-fluoro-4'-oxo-3',4'-dihydro-1'H-spiro[piperidine-4,2'-quinoline]-1-carboxamide FC1=C(CNC(=O)N2CCC3(NC4=CC=C(C=C4C(C3)=O)F)CC2)C=C(C(=C1)F)NCCOC